1-O-tetradecyl-β-D-glucopyranosuronic acid C(CCCCCCCCCCCCC)O[C@H]1[C@H](O)[C@@H](O)[C@H](O)[C@H](O1)C(=O)O